(4-(5-fluoro-6-methoxypyridin-2-yl)phenyl)methanamine FC=1C=CC(=NC1OC)C1=CC=C(C=C1)CN